CN(C=1C=C2C(=NN(C2=CC1)C1OCCCC1)B1OC(C(O1)(C)C)(C)C)C N,N-dimethyl-1-(tetrahydro-2H-pyran-2-yl)-3-(4,4,5,5-tetramethyl-1,3,2-dioxaborolan-2-yl)-1H-indazol-5-amine